ethyl 2-(6-(3-(3-acetylphenyl)ureido)-2,4-dioxo-1-(2-(piperidin-1-yl)ethyl)-1,2-dihydroquinazolin-3(4H)-yl)acetate C(C)(=O)C=1C=C(C=CC1)NC(NC=1C=C2C(N(C(N(C2=CC1)CCN1CCCCC1)=O)CC(=O)OCC)=O)=O